C(C)OCCN1N=C(C(=C1)NC(=O)C1=CC=C(O1)C=1C=NN(C1)C(=O)OC(C)(C)C)C1=NC=CC=C1 tert-butyl 4-(5-((1-(2-ethoxyethyl)-3-(pyridin-2-yl)-1H-pyrazol-4-yl) carbamoyl) furan-2-yl)-1H-pyrazole-1-carboxylate